C(C)[C@]1(C(OCC=2C(N3CC=4C(=NC=5C=CC=CC5C4CN4C(CCC4)=C=O)C3=CC21)=O)=O)O (S)-4-ethyl-4-hydroxy-11-((2-carbonyl-pyrrolidin-1-yl)methyl)-1,12-dihydro-14H-pyrano[3',4':6,7]indolizino[1,2-b]quinoline-3,14(4H)-dione